O(C1=CC=CC=C1)C(=O)OC1=CC=CC=C1 phenoxyketone